CN(CCN(C1=C(C=C(C(=C1)OC)NC1=NC=CC(=N1)C1=CN(C2=CC=CC=C12)C)N(C(C=C)=O)C)C)C N-[2-[2-(dimethylamino)ethyl-methyl-amino]-4-methoxy-5-[[4-(1-methylindol-3-yl)pyrimidin-2-yl]amino]phenyl]-N-methyl-prop-2-enamide